3,3-dichloro-1-(quinolin-3-yl)-1H-2,1-benzothiazin-4(3H)-one 2,2-dioxide ClC1(S(N(C2=C(C1=O)C=CC=C2)C=2C=NC1=CC=CC=C1C2)(=O)=O)Cl